7'-fluoro-3',4'-dihydro-1'H-spiro[pyrrolidine-3,2'-[1,8]naphthyridine]-1-carboxylic acid tert-butyl ester C(C)(C)(C)OC(=O)N1CC2(NC3=NC(=CC=C3CC2)F)CC1